C1CC12CCN(CC2)C=2C=C(C=CC2N2N=C(N=N2)C2=NC(=NC(=C2)C)N2CCC(CC2)(F)F)NS(=O)(=O)CCO N-(3-{6-azaspiro[2.5]octane-6-yl}-4-{5-[2-(4,4-difluoropiperidin-1-yl)-6-Methylpyrimidin-4-yl]-2H-1,2,3,4-tetrazol-2-yl}phenyl)-2-hydroxyethane-1-sulfonamide